FC1(C(C1)OCCN)F 2-(2,2-Difluorocyclopropyloxy)ethane-1-amine